FC=1C=C2C=C(NC2=CC1OCC=1N=CSC1)CNC(C(C)C)=O N-((5-fluoro-6-(thiazol-4-ylmethoxy)-1H-indol-2-yl)methyl)isobutyramide